3-cyanopyridone C(#N)C=1C(NC=CC1)=O